FC1=C(C=CC(=C1)C(F)(F)F)COC1CN(C1)C(=O)N1C[C@H](CC1)N1C=NN=C1 [3-[[2-Fluoro-4-(trifluoromethyl)phenyl]methoxy]azetidin-1-yl]-[(3S)-3-(1,2,4-triazol-4-yl)pyrrolidin-1-yl]methanone